ClC1=CC=2C(C(=N1)NCC1=C(C=C(C=C1)OC)OC)=NN(N2)CC2=NC=CC=C2F chloro-N-(2,4-dimethoxybenzyl)-2-((3-fluoropyridin-2-yl)methyl)-2H-[1,2,3]triazolo[4,5-c]pyridin-4-amine